(1-(4-(3-(difluoromethoxy)-5-fluorobenzyl)pyridin-2-yl)-4,5,6,7-tetrahydro-1H-benzo[d][1,2,3]triazol-4-yl)acetamide FC(OC=1C=C(CC2=CC(=NC=C2)N2N=NC3=C2CCCC3CC(=O)N)C=C(C1)F)F